Cl.C1(CC1)C=1C=C(C=2N(C1)C=C(N2)CN)N2CC1N(CC2)CCC1 (6-cyclopropyl-8-(hexahydropyrrolo[1,2-a]pyrazin-2(1H)-yl)imidazo[1,2-a]pyridin-2-yl)methanamine hydrochloride